Cl.CNCC1=NNC(N1)=O 3-((methylamino)methyl)-1H-1,2,4-triazol-5(4H)-one, hydrochloride salt